CC1(N(CCC1)CCNS(=O)(=O)C=1C=C(C(=NC1)C)NC(OC(C)(C)C)=O)C tert-butyl (5-(N-(2-(2,2-dimethylpyrrolidin-1-yl)ethyl)sulfamoyl)-2-methylpyridin-3-yl)carbamate